OCCOC1=CC(=NC(=C1)S(=O)(=O)C)NC1=C(C=NC(=C1)NC(C)=O)C1=NC=CC=C1 N-(4'-((4-(2-hydroxyethoxy)-6-(methylsulfonyl)pyridin-2-yl)amino)-[2,3'-bipyridin]-6'-yl)acetamide